8-[5-(3-cyclopentyl-2,3,4,5-tetrahydro-1H-3-benzoazepin-7-yl)-1H-pyrazolo[3,4-b]pyridin-3-yl]-2,3,4,5-tetrahydro-1,4-benzooxazepin-5-one C1(CCCC1)N1CCC2=C(CC1)C=CC(=C2)C=2C=C1C(=NC2)NN=C1C1=CC2=C(C(NCCO2)=O)C=C1